O=C1NC(CCC1N1C(C2=CC(=C(C=C2C1)CN1CCC(CC1)N1CCN(CC1)C1=NC(=C(C(=O)N)C=C1)C1=CC=C(C=C1)OC1=CC=CC=C1)F)=O)=O 6-(4-(1-((2-(2,6-dioxopiperidin-3-yl)-6-fluoro-1-oxoisoindoline-5-yl)methyl)piperidine-4-yl)piperazin-1-yl)-2-(4-phenoxyphenyl)nicotinamide